FC1=CC=C(CCN[C@H](C(=O)C2=CNC3=CC(=CC=C23)CCC(=O)NC)C2=CC=CC=C2)C=C1 |r| (S)- and (R)-3-(3-(2-((4-fluorophenethyl)amino)-2-phenylacetyl)-1H-indol-6-yl)-N-methylpropanamide